CC=1N=C(C2=C(N1)C1=C(O2)C=CC=C1)N1[C@@H](C[C@@H](C1)CC(NC1=CC=NC=C1)=O)C(=O)O (2S,4R)-1-(2-methylbenzofuro[3,2-d]pyrimidin-4-yl)-4-(2-oxo-2-(pyridin-4-ylamino)ethyl)pyrrolidine-2-carboxylic acid